(3R,4R)-4-((5-chloro-4-(8-fluoro-3-((R)-3-hydroxytetrahydrofuran-3-yl)-4-isopropylquinolin-6-yl)pyrimidin-2-yl)amino)tetrahydro-2H-pyran-3-ol ClC=1C(=NC(=NC1)N[C@H]1[C@H](COCC1)O)C=1C=C2C(=C(C=NC2=C(C1)F)[C@]1(COCC1)O)C(C)C